FC(C(C1CNCC1)NC(OC(C)(C)C)=O)(F)F tert-butyl (2,2,2-trifluoro-1-(pyrrolidin-3-yl)ethyl)carbamate